C(CO)(=[Se])[O-] selenoglycolate